benzyloxycarbonyl (2S)-2-(aminomethyl)-4-hydroxypyrrolidine-1-carboxylate NC[C@H]1N(CC(C1)O)C(=O)OC(=O)OCC1=CC=CC=C1